NC12CCC(CC1)(C2)CN2CCN(CC2)C2=CC(=C(C=C2)C2C(NC(CC2)=O)=O)F 3-(4-(4-((4-Aminobicyclo[2.2.1]heptan-1-yl)methyl)piperazin-1-yl)-2-fluorophenyl)piperidine-2,6-dione